CN1N=C(C(=C1C)O)C1=CC=C(C=C1)SC1=CC=CC=C1 1,5-Dimethyl-3-(4-(phenylthio)phenyl)-1H-pyrazol-4-ol